2-methyl-(N-(2-methyl-4-fluoro-5-bromophenyl)sulfamoyl)-5-(3,5-dichlorophenylsulfonylamino)benzoic acid CC1=C(C(=O)O)C=C(C=C1S(NC1=C(C=C(C(=C1)Br)F)C)(=O)=O)NS(=O)(=O)C1=CC(=CC(=C1)Cl)Cl